C(C1=CC=CC=C1)N(C1CCC(CC1)=O)CC1=CC=CC=C1 4-(dibenzylamino)cyclohexanone